C(OC1=C(C=C(C=C1OC)\C=C/1\C(=C(C2=CC(=CC=C12)F)CC(=O)NC1=CC(=CC=C1)OC)C)OC)(OC1=CC=C(C=C1)[N+](=O)[O-])=O (Z)-4-((5-fluoro-3-(2-((3-methoxyphenyl)amino)-2-oxoethyl)-2-methyl-1H-inden-1-ylidene)methyl)-2,6-dimethoxyphenyl (4-nitrophenyl) carbonate